BrCC1OCOC1 4-bromomethyl-1,3-dioxolane